C12C(CC(C=C1)C2)COCOCC2C1C=CC(C2)C1 bis(5-norbornene-2-ylmethoxy)methane